CC1CCC2(OCCO2)CC1 8-methyl-1,4-dioxaspiro{4.5}decane